C(C)(=O)OCCOCCCCCOS(=O)(=O)C1=CC=C(C)C=C1 2-((5-(p-toluenesulfonyloxy)n-pentyl)oxy)ethyl acetate